C[C@H](C(C)OC1=NC=CC(=C1F)I)O methyl-(R)-2-((3-fluoro-4-iodopyridin-2-yl)oxy)propan-1-ol